3-(4-aminophenyl)-1-tert-butyl-5-[(naphthalen-2-yl)amino]-1H-pyrazole-4-carboxamide NC1=CC=C(C=C1)C1=NN(C(=C1C(=O)N)NC1=CC2=CC=CC=C2C=C1)C(C)(C)C